(S)-8-chloro-6-(((5-chloropyridin-3-yl)(1H-1,2,3-triazol-4-yl)methyl)amino)-4-((5,6-difluoropyridin-3-yl)amino)quinoline-3-carbonitrile ClC=1C=C(C=C2C(=C(C=NC12)C#N)NC=1C=NC(=C(C1)F)F)N[C@H](C=1N=NNC1)C=1C=NC=C(C1)Cl